N-(2,2'-dichloro-3'-(5-(((2-hydroxyethyl)amino)methyl)picolinamido)-[1,1'-biphenyl]-3-yl)-4-(4-hydroxypiperidin-1-yl)-4,5,6,7-tetrahydropyrazolo[1,5-a]pyridine-2-carboxamide ClC1=C(C=CC=C1NC(=O)C1=NN2C(C(CCC2)N2CCC(CC2)O)=C1)C1=C(C(=CC=C1)NC(C1=NC=C(C=C1)CNCCO)=O)Cl